1-[6-[6-fluoro-2-(trifluoromethyl)quinazolin-4-yl]-7,8-dihydro-5H-1,6-naphthyridin-3-yl]-2,3-dihydropyrido[2,3-b][1,4]oxazine FC=1C=C2C(=NC(=NC2=CC1)C(F)(F)F)N1CC=2C=C(C=NC2CC1)N1C2=C(OCC1)N=CC=C2